6-(trifluoromethyl)pyridin-2-amine FC(C1=CC=CC(=N1)N)(F)F